ClC1=C(NC(C2=CCC(C=C2)(N)N)=O)C=CC=C1 2'-chloro-4,4-diaminobenzanilide